4-bromo-6-oxo-1,6-dihydropyridine-3-carboxylic acid methyl ester COC(=O)C1=CNC(C=C1Br)=O